2-(piperidin-4-ylmethylamino)pyrimidine N1CCC(CC1)CNC1=NC=CC=N1